5-(4,4-dimethyl-2,5-dioxo-3-((2-oxo-2,3-dihydro-1H-pyrrolo[2,3-b]pyridin-4-yl)methyl)imidazolidin-1-yl)-2-(trifluoromethoxy)benzonitrile CC1(N(C(N(C1=O)C=1C=CC(=C(C#N)C1)OC(F)(F)F)=O)CC1=C2C(=NC=C1)NC(C2)=O)C